N1CCC(CC1)N1C(NC2=C1C=CC=C2N2N=CN=C2)=O 1-(piperidin-4-yl)-4-(1H-1,2,4-triazol-1-yl)-2,3-dihydro-1H-1,3-benzodiazol-2-one